C(#N)C=1C=C(C=NC1N1N=CC=N1)NC(=O)C1=C(C(=NS1)C=1C=CC=C2C=NN(C12)C)C1CC1 N-(5-CYANO-6-(2H-1,2,3-TRIAZOL-2-YL)PYRIDIN-3-YL)-4-CYCLOPROPYL-3-(1-METHYL-1H-INDAZOL-7-YL)ISOTHIAZOLE-5-CARBOXAMIDE